COC=1C=C2C(N(C=NC2=CC1OC)CC(=O)NNC1=CC=C(C=C1)Cl)=O 2-(6,7-dimethoxy-4-oxoquinazolin-3(4H)-yl)-N'-(4-chlorophenyl)acethydrazide